2-(azetidin-3-ylmethyl)-8-methyl-N-[(2S)-tetrahydrofuran-2-ylmethyl]-4,5-dihydro-2H-furo[2,3-g]indazole-7-carboxamide N1CC(C1)CN1N=C2C3=C(CCC2=C1)OC(=C3C)C(=O)NC[C@H]3OCCC3